((5-phenyl-1,3,4-oxadiazol-2-yl)methyl)-4-methylaniline C1(=CC=CC=C1)C1=NN=C(O1)CNC1=CC=C(C=C1)C